4-fluorophenyl-5-(4-hydroxyphenyl)-6-(4-(6-selenocyano-hexanamido) phenyl)-7-oxabicyclo[2.2.1]hept-5-ene-2-sulfonate FC1=CC=C(C=C1)OS(=O)(=O)C1C2C(=C(C(C1)O2)C2=CC=C(C=C2)O)C2=CC=C(C=C2)NC(CCCCC[Se]C#N)=O